tert-Butyl 3-[4-[(3-tert-butoxy-3-oxo-propanoyl)-[(3-chloro-5-fluoro-phenyl)methyl]amino]phenyl]azetidine-1-carboxylate C(C)(C)(C)OC(CC(=O)N(C1=CC=C(C=C1)C1CN(C1)C(=O)OC(C)(C)C)CC1=CC(=CC(=C1)F)Cl)=O